C(CCCCCCC)C1(C2=CC(=CC=C2C=2C=CC(=CC12)B([O-])[O-])B([O-])[O-])CCCCCCCC 9,9-dioctylfluorene-2,7-diboronate